6-(1-ethoxyethenyl)-1H-pyrrolo[3,2-b]pyridine C(C)OC(=C)C=1C=C2C(=NC1)C=CN2